FC=1C(=C(C=CC1F)C(=O)N1CC(C1)([C@H]1NCCCC1)O)NC1=C(C=C(C=C1)I)F [3,4-difluoro-2-(2-fluoro-4-iodoanilino)phenyl]-[3-hydroxy-3-[(2S)-piperidin-2-yl]azetidin-1-yl]methaneone